13-((2-carboxyethoxy)methyl)-11-oxo-1-(phenylamino)-3,6,9,15-tetraoxa-12-azaoctadecan-18-oic acid C(=O)(O)CCOCC(NC(COCCOCCOCCNC1=CC=CC=C1)=O)COCCC(=O)O